CC1=C(C2=CC3=NC(=CC4=C(C(=C([N-]4)C=C5C(=C(C(=N5)C=C1[N-]2)C)C=C)C)C=C)[C@@]([C@]3(CCC(=O)O)O)(C)O)CCC(=O)O.[Fe] The molecule is a metallochlorin that is ferroheme b which is trans-dihydroxylated at positions 5 and 6. It is a dicarboxylic acid, a diol, a ferroheme, a metallochlorin and a tertiary alcohol. It derives from a ferroheme b. It is a conjugate acid of a heme d trans-diol(2-).